3-methylimidazole methyl-carbonate COC(O)=O.CN1C=NC=C1